FC(OC=1C=C(C=CC1)N1N=CC2=C1COC[C@H]2NC(=O)C=2N=CN1C2CCCC1)(F)F (S)-N-(1-(3-(trifluoromethoxy)phenyl)-1,4,5,7-tetrahydropyrano[3,4-c]pyrazol-4-yl)-5,6,7,8-tetrahydroimidazo[1,5-a]pyridine-1-carboxamide